N-cyclohexylpropane-1,3-diamine C1(CCCCC1)NCCCN